C1(CCCCC1)C[C@@H](C(=O)N[C@H](C#C)CCC)NC(=O)C=1NC2=CC=CC=C2C1 N-((S)-3-cyclohexyl-1-(((S)-hex-1-yn-3-yl)amino)-1-oxopropan-2-yl)-1H-indole-2-carboxamide